OC=1C=C(NC(CC(=O)C)=O)C=CC1 3'-hydroxyacetoacetanilide